trans-4-(3-methoxy-phenyl)-pyrrolidine-3-carboxylic acid COC=1C=C(C=CC1)[C@H]1[C@@H](CNC1)C(=O)O